(R)-(1-(2-(5-(4-chlorophenyl)-3-(2-(((3-(trifluoromethyl)phenyl)sulfonyl)oxy)benzeneyl)-1H-pyrazol-1-yl)acetamido)-3-methylbutyl)boronic acid ClC1=CC=C(C=C1)C1=CC(=NN1CC(=O)N[C@@H](CC(C)C)B(O)O)C1=C(C=CC=C1)OS(=O)(=O)C1=CC(=CC=C1)C(F)(F)F